BrC1=CC=C(N=N1)O[C@@H]1CC[C@H]2CN(C[C@H]21)C(=O)C=2SC(=C(C2)F)C [(3aS,4R,6aR)-4-[(6-bromo-3-pyridazinyl)oxy]hexahydrocyclopenta[c]pyrrol-2(1H)-yl](4-fluoro-5-methyl-2-thienyl)methanone